ClC1=C(C=CC=C1)[C@@H]1C[C@@H](C=2N1N=C(N2)[S@](=O)CC#N)F 2-[(R)-[(5S,7S)-5-(2-chlorophenyl)-7-fluoro-6,7-dihydro-5H-pyrrolo[1,2-b][1,2,4]triazol-2-yl]sulfinyl]acetonitrile